triaminotridecane NC(CCCCCCCCCCCC)(N)N